C1(CC1)N1C=C(C(C2=CC(=C(C=C12)C1=NC=C(C=C1)S(=O)(=O)NCCCCCCC)F)=O)C(=O)O cyclopropyl-6-fluoro-7-(5-(N-heptylaminosulfonyl)pyridin-2-yl)-4-oxo-1,4-dihydro-quinoline-3-carboxylic acid